The molecule is an octadecenediynoic acid that is stearic acid with a cis double bond at position 13, two triple bonds at positions 9 and 11, and a hydroxy group at C-8. It has a role as a metabolite. It is an octadecenediynoic acid and a hydroxy fatty acid. It derives from an octadecanoic acid. CCCC/C=C\\C#CC#CC(CCCCCCC(=O)O)O